C(C)(C)(C1=CC=CC=C1)OOC(CCCCCC(C)(C)C)=O.FC(C=1C=C(C=C(C1)C(F)(F)F)[B-](C1=CC(=CC(=C1)C(F)(F)F)C(F)(F)F)(C1=CC(=CC(=C1)C(F)(F)F)C(F)(F)F)C1=CC(=CC(=C1)C(F)(F)F)C(F)(F)F)(F)F.C(CCCCCCCCCCC)C1=C(C=CC=C1)[S+](C1=C(C=CC=C1)CCCCCCCCCCCC)C1=C(C=CC=C1)CCCCCCCCCCCC tris-(dodecyl-phenyl)-sulfonium tetrakis-(3,5-bis-trifluoromethylphenyl)borate cumyl-peroxyneodecanate